Tert-Butyl 7-cyclopropyl-2-ethyl-1,4-oxazepane-4-carboxylate C1(CC1)C1CCN(CC(O1)CC)C(=O)OC(C)(C)C